2-(3-piperidinylmethyl)pyridine HCl Cl.N1CC(CCC1)CC1=NC=CC=C1